3-methyl-6-(p-toluidinyl)-3H-dibenzo[f,ij]isoquinoline-2,7-dione CN1C2=C3C(C(C4=C(C3=CC1=O)C=CC=C4)=O)=C(C=C2)NC2=CC=C(C=C2)C